C12OCC(CC1)(C2)C2=NC(=CC(=N2)NC2=CC(=NC=C2C2=NN(C=C2)C)NC(C)=O)C N-(4-((2-(2-oxabicyclo[2.2.1]hept-4-yl)-6-methylpyrimidin-4-yl)amino)-5-(1-methyl-1H-pyrazol-3-yl)pyridin-2-yl)acetamide